FC=1C(NC(N(C1)[C@@H]1O[C@@H](C=C1)COC(C1=CC=CC=C1)(C1=CC=CC=C1)C1=CC=CC=C1)=O)=O 5-fluoro-1-((2R,5S)-5-((trityloxy)methyl)-2,5-dihydrofuran-2-yl)pyrimidine-2,4(1H,3H)-dione